7-((4-(2-methyl-6-(methylcarbamoyl)pyridin-3-yl)piperazin-1-yl)methyl)thieno[3,2-c]quinolin-4(5H)-one CC1=NC(=CC=C1N1CCN(CC1)CC=1C=CC=2C3=C(C(NC2C1)=O)C=CS3)C(NC)=O